CC([C@@H](C1=NC=CC=C1)NC([C@@](C(F)(F)F)(C1=CC=CC=C1)OC)=O)(C)C (R)-N-((S)-2,2-dimethyl-1-(pyridin-2-yl)propyl)-3,3,3-trifluoro-2-methoxy-2-phenylpropanamide